6-((3-cyclopropylquinolin-6-yl)methyl)pyrimidin-4-amine C1(CC1)C=1C=NC2=CC=C(C=C2C1)CC1=CC(=NC=N1)N